ClC1=CC=CC(=N1)C1=NC=CC=C1C=1C=CC=2N(C1)C(=CN2)C(=O)N 6-(6'-Chloro-[2,2'-bipyridin]-3-yl)imidazo[1,2-a]pyridin-3-carboxamid